Cl.C(N)(OCC1CC(C1)N)=O (((1R,3R)-3-aminocyclobutyl) methyl) carbamate hydrochloride